3-(1-(4-(Trifluoromethyl)phenyl)-1H-indazol-3-yl)-1,2,4-oxadiazol-5(4H)-one FC(C1=CC=C(C=C1)N1N=C(C2=CC=CC=C12)C1=NOC(N1)=O)(F)F